methyl 1-(4-chlorophenyl)-3-oxo-2,3-dihydro-1H-pyrazolo[3,4-d]pyrimidine-6-carboxylate ClC1=CC=C(C=C1)N1NC(C=2C1=NC(=NC2)C(=O)OC)=O